C(C)(=O)N[C@@H]1[C@H]([C@H]([C@H](O[C@H]1OCCCCC=O)COC(C)=O)OC(C)=O)OC(C)=O acetic acid [(2R,3R,4R,5R,6R)-5-acetamido-3,4-diacetoxy-6-(5-oxopentyloxy) tetrahydropyran-2-yl]-methyl ester